N-Methyl-N-(2-((8-((3-methyl-4-((1-methyl-1H-benzo[d]imidazol-5-yl)oxy)phenyl)amino)pyrimido[5,4-d]pyrimidin-2-yl)oxy)ethyl)acrylamide CN(C(C=C)=O)CCOC=1N=CC2=C(N1)C(=NC=N2)NC2=CC(=C(C=C2)OC2=CC1=C(N(C=N1)C)C=C2)C